tert-butyl-(1RS,3RS)-5'-bromo-4'-chloro-3-hydroxyspiro[cyclopentane-1,3'-pyrrolo[2,3-b]pyridine] C(C)(C)(C)C=1[C@@]2(C=3C(=NC=C(C3Cl)Br)N1)C[C@@H](CC2)O |r|